C(=O)O.C(=O)O formic acid, formate salt